CN(C=1OC2=C(C=C(C=C2C(C1)=O)C)C(C)NC1=C(C(=O)O)C=CC=C1)C 2-[1-[2-(Dimethylamino)-6-methyl-4-oxo-chromen-8-yl]ethylamino]benzoic acid